(5R)-2-[1-ethyl-3-(trifluoromethyl)-1H-pyrazole-5-carbonyl]-9,9-dimethyl-8-oxo-2-azaspiro[4.5]dec-6-ene-7-carbonitrile C(C)N1N=C(C=C1C(=O)N1C[C@]2(CC1)C=C(C(C(C2)(C)C)=O)C#N)C(F)(F)F